The molecule is a methyl-branched fatty acid anion that is the conjugate base of isotridecanoic acid, obtained by deprotonation of the carboxy group; major species at pH 7.3. It is a conjugate base of an isotridecanoic acid. CC(C)CCCCCCCCCC(=O)[O-]